lithium bromobenzene BrC1=CC=CC=C1.[Li]